Pyrido[3,2]Pyrazine-8-carboxylic acid tert-butyl ester C(C)(C)(C)OC(=O)C1=CC=NC2=C1N=CC=N2